(R)-2-methylpyrrolidin C[C@H]1NCCC1